tri-dodecyl-(methyl)phosphine C(CCCCCCCCCCC)P(C)(CCCCCCCCCCCC)CCCCCCCCCCCC